Dimethyl-dihydrophenazine CC1(CC=CC2=NC3=CC=CC=C3N=C12)C